ClC1=CC=C(C=C1)C#CC1=NN(C2=NC=C(C=C21)NC(C(=C)F)=O)C N-(3-((4-Chlorophenyl)ethynyl)-1-methyl-1H-pyrazolo[3,4-b]pyridin-5-yl)-2-fluoroacrylamide